3-(4-Fluorophenyl)-4-hydroxy-1H-pyrrole-2,5-dione FC1=CC=C(C=C1)C=1C(NC(C1O)=O)=O